2-chloro-6-ethoxy-3-nitropyridine ClC1=NC(=CC=C1[N+](=O)[O-])OCC